N-formylazole C(=O)N1C=CC=C1